C(C=C)N1N(C2=NC(=NC=C2C1=O)NC=1C=C2C=NN(C2=CC1)C)C1=NC(=CC=C1)O[C@H]1CCNCCC1 |o1:31| rel-(R)-2-allyl-1-(6-(azepan-4-yloxy)pyridin-2-yl)-6-((1-methyl-1H-indazol-5-yl)amino)-1,2-dihydro-3H-pyrazolo[3,4-d]pyrimidin-3-one